C(C)(C)(C)OC(NCC(=O)NC=1NC=2N(C(C1C1=CC=C(C=C1)OC)=O)N=C(C2C2=CC=CC=C2)C2=CC=CC=C2)=O (2-((6-(4-methoxyphenyl)-7-oxo-2,3-diphenyl-4,7-dihydropyrazolo[1,5-a]pyrimidin-5-yl)amino)-2-oxoethyl)carbamic acid tert-butyl ester